CN(C1=CC(=CC=C1)N1CCN(CCC1)C)C1=CC=C(OC=2N=C(C3=C(N2)C=NC=C3)O)C=C1 2-[4-[N-methyl-3-(4-methyl-1,4-diazepan-1-yl)anilino]phenoxy]pyrido[3,4-d]pyrimidin-4-ol